C(C)(=O)N1CC2(C1)CC(C2)C(=O)O 2-acetyl-2-azaspiro[3.3]heptane-6-carboxylic acid